methyl 2',3',4',5',6,6'-hexafluoro-4-methoxy-[1,1'-biphenyl]-3-carboxylate FC1=C(C(=C(C(=C1F)F)F)F)C1=CC(=C(C=C1F)OC)C(=O)OC